2-(6-(4-(4-chloro-3-(6-fluoro-1-methyl-1H-benzo[d]imidazol-2-yl)phenyl)piperazin-1-yl)pyridin-3-yl)propan-2-ol ClC1=C(C=C(C=C1)N1CCN(CC1)C1=CC=C(C=N1)C(C)(C)O)C1=NC2=C(N1C)C=C(C=C2)F